C1(CC1)C1=CC(=C(C(=O)NC2=CC(=NC=C2)OC)C=C1C(F)(F)F)OC1=C(C=C(C=C1)F)C1(CC1)O 4-cyclopropyl-2-(4-fluoro-2-(1-hydroxycyclopropyl)phenoxy)-N-(2-methoxypyridin-4-yl)-5-(trifluoromethyl)benzamide